N-(2-(2-Methyl-1H-indol-3-yl)ethyl)-2-((6-methylpyridin-2-yl)amino)pyrimidine-5-carboxamide CC=1NC2=CC=CC=C2C1CCNC(=O)C=1C=NC(=NC1)NC1=NC(=CC=C1)C